(1R,2R)-(-)-trans-1,2-diaminocyclohexane N[C@H]1[C@@H](CCCC1)N